2-Ethylsulfanyl-N-(4-fluoro-4-methyl-pentyl)-4-methyl-6-morpholin-4-yl-pyridine-3-carboxylic acid amide C(C)SC1=NC(=CC(=C1C(=O)NCCCC(C)(C)F)C)N1CCOCC1